C12CN(CC(CC1)N2)C=2N=CC1=C(N2)C(=C(N=C1)C1=CC(=CC2=CC=CC(=C12)C#C)O)F 4-(3,8-diazabicyclo[3.2.1]octan-3-yl-8-fluoro-pyrido[4,3-d]pyrimidin-7-yl)-5-ethynyl-naphthalen-2-ol